(8R)-N-[(1R,5s)-3-(6-methoxypyridazin-4-yl)-3-azabicyclo[3.2.1]oct-8-yl]-8-(2,3,4-trifluorophenyl)-6,8-dihydro-5H-[1,2,4]triazolo[5,1-c][1,4]oxazin-2-amine COC1=CC(=CN=N1)N1C[C@H]2CC[C@@H](C1)C2NC2=NN1C([C@H](OCC1)C1=C(C(=C(C=C1)F)F)F)=N2